NC(C(CCCCC(CC(=O)O)C(=O)O)C(=O)O)C(=O)O amino-1,2,7,8-octanetetracarboxylic acid